4-(2,2-dimethylpropylsulfonyl)-2-nitro-aniline CC(CS(=O)(=O)C1=CC(=C(N)C=C1)[N+](=O)[O-])(C)C